CC=1N(C(=CN1)C1=NC=NC=C1)C(C)C 4-[2-methyl-1-(1-methylethyl)-1h-imidazol-5-yl]pyrimidin